1-(1-(8-(azetidin-3-yl)-8-azabicyclo[3.2.1]oct-3-yl)piperidin-4-yl)-3-(4-phenoxyphenyl)-1H-pyrazolo[3,4-d]pyrimidin-4-amine hydrochloride Cl.N1CC(C1)N1C2CC(CC1CC2)N2CCC(CC2)N2N=C(C=1C2=NC=NC1N)C1=CC=C(C=C1)OC1=CC=CC=C1